N-butyl-piperidine C(CCC)N1CCCCC1